N1=CC(=CC=C1)C1=NC2=CC=CC=C2C=N1 (3-pyridyl)-quinazoline